gamma-glycidoxypropylphenyldiethoxysilane C(C1CO1)OCCC[Si](OCC)(OCC)C1=CC=CC=C1